7-(trans-3-hydroxycyclohexyl)-1-methyl-5,7-dihydroimidazo[4,5-f]indazol-6(1H)-one O[C@@H]1C[C@H](CCC1)N1C(NC=2C=C3C=NN(C3=CC21)C)=O